3-[(1S)-1-(8-amino-1-methylimidazo[1,5-a]pyrazin-3-yl)ethyl]-5-chloro-6-fluoro-N-[2-(4-methylpiperazin-1-yl)ethyl]-2-[(propan-2-yl)oxy]benzamide NC=1C=2N(C=CN1)C(=NC2C)[C@@H](C)C=2C(=C(C(=O)NCCN1CCN(CC1)C)C(=C(C2)Cl)F)OC(C)C